ClC1=CC(=C(C=C1)C1(OC2=C(C1)C=CC=C2C2CCN(CC2)CC=2N(C(=C(N2)C)/C=C/C(=O)O)C[C@H]2OCC2)C)F (E)-3-(2-((4-((4-chloro-2-fluorophenyl)-2-methyl-2,3-dihydrobenzofuran-7-yl)piperidin-1-yl)methyl)-4-methyl-1-(((S)-oxetan-2-yl)methyl)-1H-imidazol-5-yl)acrylic acid